N-[rac-(1S)-2-[2-(3-amino-3-oxo-propyl)-2-(2-chloro-2-fluoro-acetyl)hydrazino]-1-(cyclobutylmethyl)-2-oxo-ethyl]pyrazine-2-carboxamide NC(CCN(NC([C@H](CC1CCC1)NC(=O)C1=NC=CN=C1)=O)C(C(F)Cl)=O)=O |r|